FC1=CC=C(C=C1)C(CC(CC(=O)OC)=O)=O methyl 5-(4-fluorophenyl)-3,5-dioxo-pentanoate